C(C1=CC=CC=C1)N1CC(CC1)NC(=S)NC1=C(C=CC=C1)OC 1-(1-benzylpyrrolidine-3-yl)-3-(2-methoxyphenyl)thiourea